NC1=C(C(=NC(=N1)C1=C(C(=C(C=C1)Br)F)F)C(=O)OC)OC methyl 6-amino-2-(4-bromo-2,3-difluorophenyl)-5-methoxypyrimidine-4-carboxylate